CC1=CC(=CC=2NC=NC21)C(=O)N 4-methyl-1H-benzimidazole-6-carboxamide